C(CCCC=CCC=CCC=CC\C=C/CCCCC)O 14Z-eicosa-5,8,11,14-tetraen-1-ol